N-vinyl-3,4,5-trimethyl-3-ethyl-pyrrolidone C(=C)N1C(C(C(C1C)C)(CC)C)=O